N-(3,4-dimethylphenyl)pyrazino[1',6':1,5]pyrazolo[4,3-b][1,7]naphthyridin-10-amine CC=1C=C(C=CC1C)NN1C=CC2=CC=3C(=NC2=C1)C=1N(N3)CC=NC1